CC1(C2CC3CC(CC1C3)C2)OC(=O)C2C3C1C4C=CC(C1C(C2)C3)C4 8-(2-methyl-2-adamantyloxycarbonyl)-tetracyclo[4.4.0.12,5.17,10]-3-dodecene